2,3,7,8,12,13,17,18-octaethyl-21H,23H-porphine Palladium [Pd].C(C)C1=C2NC(=C1CC)C=C1C(=C(C(=N1)C=C1C(=C(C(N1)=CC=1C(=C(C(N1)=C2)CC)CC)CC)CC)CC)CC